BrC1=C(C2=C(NC3=C(C=C(C(=C23)F)F)N(C(OC(C)(C)C)=O)C)N=C1)Cl tert-Butyl N-(3-bromo-4-chloro-5,6-difluoro-9H-pyrido[2,3-b]indol-8-yl)-N-methylcarbamate